Nε-(N-Cbz-alanyl)lysine C(=O)(OCC1=CC=CC=C1)N[C@@H](C)C(=O)NCCCC[C@H](N)C(=O)O